FC1=C[C@@H](O[C@@H]1CO)N1C(NC(C(=C1)C)=O)=O 1-((2R,5R)-4-fluoro-5-(hydroxymethyl)-2,5-dihydrofuran-2-yl)-5-methylpyrimidine-2,4(1H,3H)-dione